C(C)(C)(C)OOC1(CCCCC1)OOC(C)(C)C 1,1-di(t-butyl-peroxy)cyclohexane